The molecule is a hydroxamic acid obtained by formal condensation of the carboxy group of glycine with the amino group of hydroxylamine. It has a role as an EC 1.4.4.2 [glycine dehydrogenase (aminomethyl-transferring)] inhibitor. It is a glycine derivative and a hydroxamic acid. C(C(=O)NO)N